C(C)(=O)O[C@@H]1[C@H](O[C@H]([C@@H]([C@H]1OC(C)=O)NC(C)=O)C1=CC=C(C=C1)OC)COC(C)=O (2R,3S,4R,5S,6S)-5-acetamido-2-(acetoxymethyl)-6-(4-methoxyphenyl)tetrahydro-2H-pyran-3,4-diyl diacetate